C(C)(C)(C)OC(=O)N1C[C@@H](N(CC1)C1=NC=C(N=C1Cl)C(F)(F)F)C(=O)O (R)-4-(tert-butoxycarbonyl)-1-(3-chloro-5-(trifluoromethyl)pyrazine-2-yl)piperazine-2-carboxylic acid